1,3-bis(2-hydroxypropyl)cyclopentane OC(CC1CC(CC1)CC(C)O)C